(4-((2-((3,3-difluorocyclobutyl)difluoromethyl)pyridin-4-yl)oxy)-3,5-difluorophenyl)methanol FC1(CC(C1)C(C1=NC=CC(=C1)OC1=C(C=C(C=C1F)CO)F)(F)F)F